6-(1-(adamantan-1-ylmethyl)-5-methyl-1H-pyrazol-4-yl)-3-(6-(benzo[d]thiazol-2-ylamino)-5-cyclopropylpyridin-3-yl)-3H-imidazo[4,5-b]pyridine-7-carboxylic acid C12(CC3CC(CC(C1)C3)C2)CN2N=CC(=C2C)C=2C(=C3C(=NC2)N(C=N3)C=3C=NC(=C(C3)C3CC3)NC=3SC2=C(N3)C=CC=C2)C(=O)O